C(CCC)C1CCC(=O)OCC1 4-butyl-ε-caprolactone